2-allyl-1-(6-(2-hydroxy-prop-2-yl)pyridin-2-yl)-6-(methylthio)-1H-pyrazolo[3,4-d]pyrimidin-3(2H)-one C(C=C)N1N(C2=NC(=NC=C2C1=O)SC)C1=NC(=CC=C1)C(C)(C)O